(2-fluoro-4-(((2-methyl-2-azabicyclo[2.2.1]heptan-5-yl)oxy)methyl)phenyl)methanamine FC1=C(C=CC(=C1)COC1C2CN(C(C1)C2)C)CN